C1(=CC=CC=C1)N1C(C2=C3C4=C5C(=C2C1=O)C=CC1=CC=CC(C2=CC=CC(C=C3)=C24)=C15)=O 2-phenyl-1H-peryleno[1,12-efg]isoindole-1,3(2H)-dione